FC=1C=C(C2=C(C(=C(O2)C(C(F)(F)F)NC(NC=2C=NC(=CC2)N2CC(C2)O)=O)C)C1)F 3-[1-(5,7-difluoro-3-methyl-1-benzofuran-2-yl)-2,2,2-trifluoroethyl]-1-[6-(3-hydroxyazetidin-1-yl)pyridin-3-yl]urea